tert-butyl 2-((2-(benzyloxy)-[1,1'-biphenyl]-3-yl)methyl)-3-(ethylsulfonamido)-pyrrolidine-1-carboxylate C(C1=CC=CC=C1)OC1=C(C=CC=C1CC1N(CCC1NS(=O)(=O)CC)C(=O)OC(C)(C)C)C1=CC=CC=C1